COC([C@@H](NC(=O)OCC=C)CO)=O allyloxycarbonyl-L-serine methyl ester